C(C)(C)(C)C1=CC=C(C=C1)C=C 1-(tert-butyl)-4-vinylbenzene